(3-(3-bromophenyl)oxetan-3-yl)(4-methyl-4H-1,2,4-triazol-3-yl)methanol BrC=1C=C(C=CC1)C1(COC1)C(O)C1=NN=CN1C